C(C)C=1C(=CC=C2C=C(C=C(C12)C1=C(C=2N=C(N=C(C2C=N1)N1C2CC(CC(C1)C2)O)OC[C@]21CCCN1C[C@@H](C2)F)F)OCOC)F 6-(7-(8-ethyl-7-fluoro-3-(methoxymethoxy)naphthalen-1-yl)-8-fluoro-2-(((2R,7aS)-2-fluorohexahydro-1H-pyrrolizin-7a-yl)methoxy)pyrido[4,3-d]pyrimidin-4-yl)-6-azabicyclo[3.2.1]octan-3-ol